COCC1(CN(CC1)C1=CC=CC(=N1)C1=NC2=CC(=NC=C2C=C1)CNC(C1=CN=CC(=C1)S(=O)(=O)C)=O)C N-((2-(6-(3-(methoxymethyl)-3-methylpyrrolidin-1-yl)pyridin-2-yl)-1,6-naphthyridin-7-yl)methyl)-5-(methylsulfonyl)nicotinamide